ClC1=C(C=C(C=C1)[C@@H]1CC[C@H](CC1)OC=1N=NNC1C(=O)O)C1CCC1 4-(((trans)-4-(4-chloro-3-cyclobutylphenyl)cyclohexyl)oxy)-1H-1,2,3-triazole-5-carboxylic acid